2,3-diphenylmaleimide C1(=CC=CC=C1)C=1C(=O)NC(C1C1=CC=CC=C1)=O